O1C(CCC1)CN1N=CC(=C1)C1=C2C(=NC=C1)NC=C2 4-[1-(tetrahydrofuran-2-ylmethyl)-1H-pyrazol-4-yl]-1H-pyrrolo[2,3-b]pyridine